((2S,4R,5R)-4-Acetyloxy-5-(6-chloro-4-((R/S)-2-(2-fluorophenyl)piperidin-1-yl)-1H-pyrazolo[3,4-d]pyrimidin-1-yl)-3-methylenetetrahydrofurane-2-yl)benzoic acid methyl ester COC(C1=C(C=CC=C1)[C@@H]1O[C@H]([C@@H](C1=C)OC(C)=O)N1N=CC=2C1=NC(=NC2N2[C@H](CCCC2)C2=C(C=CC=C2)F)Cl)=O |&1:29|